FC=1C(=C(C=O)C=C(C1)N1N=NC(=C1)C1=CC(=CC=C1)N1CCCC1)O 3-fluoro-2-hydroxy-5-(4-(3-(pyrrolidin-1-yl)phenyl)-1H-1,2,3-triazol-1-yl)benzaldehyde